2-(1-(sec-butyl)-5-(quinolin-6-yl)-1H-indol-3-yl)acetic acid C(C)(CC)N1C=C(C2=CC(=CC=C12)C=1C=C2C=CC=NC2=CC1)CC(=O)O